tert-butyl 4-[4-[3-[(4-methoxyphenyl)methyl]-2,4-dioxo-hexa-hydropyrimidin-1-yl]phenyl]piperazine-1-carboxylate COC1=CC=C(C=C1)CN1C(N(CCC1=O)C1=CC=C(C=C1)N1CCN(CC1)C(=O)OC(C)(C)C)=O